(R)-7-(4-(5-methyl-1,3,4-oxadiazol-2-yl)phenyl)-2-(1,1,1-trifluoro-3-hydroxy-3-methylbutan-2-yl)isoindolin-1-one CC1=NN=C(O1)C1=CC=C(C=C1)C=1C=CC=C2CN(C(C12)=O)[C@@H](C(F)(F)F)C(C)(C)O